FC(C(=O)O)(F)F.CC(CN)NCC=1C(=NNC1)C1CCC(CC1)C 1-methyl-N1-((3-(4-methylcyclohexyl)-1H-pyrazol-4-yl)methyl)ethane-1,2-diamine trifluoroacetate